(S)-5-{4-[4-(3,5-dimethylpyridin-2-yl)piperazine-1-carbonyl]-2-fluorophenyl}-5-ethylimidazolidine-2,4-dione CC=1C(=NC=C(C1)C)N1CCN(CC1)C(=O)C1=CC(=C(C=C1)[C@]1(C(NC(N1)=O)=O)CC)F